NC1=C(C#N)C=C(C=C1Br)[N+](=O)[O-] 2-amino-3-bromo-5-nitrobenzonitrile